C[C@H]1N(C[C@@H](N(C1)C=1C=2N(N(C(C1)=O)C)C=C(N2)CS(=O)(=O)C)C)C(=O)OC(C)(C)C tert-butyl (2R,5S)-2,5-dimethyl-4-(5-methyl-2-((methylsulfonyl)methyl)-6-oxo-5,6-dihydroimidazo[1,2-b]pyridazin-8-yl)piperazine-1-carboxylate